C(C)OC1=NC=CC=C1C1=CC(=C2C(=N1)C=NN2C)NCC=2C=NN(C2)C 5-(2-ethoxypyridin-3-yl)-1-methyl-N-((1-methyl-1H-pyrazol-4-yl)methyl)-1H-pyrazolo[4,3-b]pyridin-7-amine